(S)-2-[6-chloro-2-(2-methoxyacetyl)-1,2,3,4-tetrahydroisoquinolin-8-yl]pyrrolidin ClC=1C=C2CCN(CC2=C(C1)[C@H]1NCCC1)C(COC)=O